N-(7-methoxy-4-(3-(thiazol-5-yl)-1H-pyrazol-4-yl)pyrido[3,2-d]pyrimidin-6-yl)-1-(trifluoromethyl)cyclopropane-1-carboxamide COC1=CC=2N=CN=C(C2N=C1NC(=O)C1(CC1)C(F)(F)F)C=1C(=NNC1)C1=CN=CS1